NCCCOC=1C=NC=CC1C1=C(C=2C(NCC(C2N1)C(C=O)C)=O)NC1=C(C(=CC=C1)F)OC [2-[3-(3-aminopropoxy)-4-pyridinyl]-3-(3-fluoro-2-methoxy-anilino)-4-oxo-1,5,6,7-tetrahydropyrrolo[3,2-c]pyridin-7-yl]propanal